ClC=1C=C(C=CC1C(N(C)C)=O)C1=CCN(CC1)C1CC2(CN(C2)C(=O)OC(C)(C)C)C1 tert-butyl 6-(4-(3-chloro-4-(dimethylcarbamoyl)phenyl)-5,6-dihydropyridin-1(2H)-yl)-2-azaspiro[3.3]heptane-2-carboxylate